3-(4-((2-cyclopropylethyl)((1r,4r)-4-(((1-(trifluoromethyl)cyclopropyl)methyl)amino)cyclohexyl)amino)-5-fluoro-1-oxoisoindolin-2-yl)piperidine-2,6-dione C1(CC1)CCN(C1=C2CN(C(C2=CC=C1F)=O)C1C(NC(CC1)=O)=O)C1CCC(CC1)NCC1(CC1)C(F)(F)F